N1(CCC(CC1)C(=O)N)C(=O)N piperidine-1,4-dicarboxamide